2-(3-chlorophenyl)-2-[(7-{[(1H-imidazole-1-carbonyl)amino]methyl}-1H-1,3-benzodiazol-2-yl)amino]propyl 2,2-dimethylpropanoate CC(C(=O)OCC(C)(NC1=NC2=C(N1)C(=CC=C2)CNC(=O)N2C=NC=C2)C2=CC(=CC=C2)Cl)(C)C